6-(1-methyl-1H-pyrazol-4-yl)-4-(1-(tetrahydro-2H-pyran-2-yl)-1H-pyrazol-4-yl)pyrazolo[1,5-a]Pyridine-3-carbonitrile CN1N=CC(=C1)C=1C=C(C=2N(C1)N=CC2C#N)C=2C=NN(C2)C2OCCCC2